C(C=C)C(C(=O)O)=C.C=C ethylene (allyl-acrylate)